Methyl 3-(4-(7-chloro-3-propyldibenzo[b,f][1,4]oxazepin-11-yl) piperazin-1-yl)-2,2-dimethylpropionate ClC=1C=CC2=C(OC3=C(C(=N2)N2CCN(CC2)CC(C(=O)OC)(C)C)C=CC(=C3)CCC)C1